3-hydroxy-2-methyl-5-nitro-benzoic acid OC=1C(=C(C(=O)O)C=C(C1)[N+](=O)[O-])C